6-chloro-5-(3-methoxypropoxy)pyridin-3-ol trisilicon [Si].[Si].[Si].ClC1=C(C=C(C=N1)O)OCCCOC